2,2-difluoro-6-(1-methyl-1H-pyrazol-4-yl)morpholine FC1(CNCC(O1)C=1C=NN(C1)C)F